(S)-5-methoxy-2-vinyl-3,4-dihydro-2H-pyrrole COC=1CC[C@H](N1)C=C